C1(=CC=C2C=CC3=CC=CC4=CC=C1C2=C34)/C=C/C3=CC=NC=C3 (E)-4-(2-(pyren-1-yl)vinyl)pyridine